trans-5-((S)-2-(4-((3-cyanophenoxy)methyl)cyclohexane-1-carbonyl)isoxazolidin-3-yl)nicotinonitrile C(#N)C=1C=C(OC[C@@H]2CC[C@H](CC2)C(=O)N2OCC[C@H]2C=2C=NC=C(C#N)C2)C=CC1